(2R,3s,4S,5R)-N-(2-(1-Amino-2-(cyclopropylmethoxy)ethyl)pyridin-4-yl)-3-(3,4-difluoro-2-methoxyphenyl)-4,5-dimethyl-5-(trifluoromethyl)tetrahydrofuran-2-carboxamide NC(COCC1CC1)C1=NC=CC(=C1)NC(=O)[C@@H]1O[C@]([C@H]([C@H]1C1=C(C(=C(C=C1)F)F)OC)C)(C(F)(F)F)C